OC1=CC=C(\C=C\2/OC3=C(C2=O)C=CC=C3)C=C1 (Z)-2-(4-hydroxybenzylidene)benzofuran-3(2H)-one